ClC=1C=C2NC(C(N(C2=CC1C(F)(F)F)C=1C(=NC=CC1)CC)=O)=O 6-Chloro-1-(2-ethylpyridin-3-yl)-7-(trifluoromethyl)-1,4-dihydroquinoxaline-2,3-dione